FC=1C=C(C=C(C1OC1=C2C(=NC=C1)NC=C2C(C)C)F)NC=2OC[C@]1(CCOC1)CN2 |r| (+/-)-N-(3,5-difluoro-4-{[3-(propan-2-yl)-1H-pyrrolo[2,3-b]pyridin-4-yl]oxy}phenyl)-2,7-dioxa-9-azaspiro[4.5]dec-8-en-8-amine